C(C)SC1=C(C(=O)NC2=NN=NN2C)C=CC(=C1SCC)C(F)(F)F 2,3-bis(ethylsulfanyl)-N-(1-methyl-1H-tetrazol-5-yl)-4-(trifluoromethyl)benzamide